FC1(CC2C(C2C1)C(=O)C=1N=C2N(N1)[C@@H](C[C@@H]2F)C2=CC=CC=C2)F (3,3-difluoro-6-bicyclo[3.1.0]hexyl)-[(5S,7S)-7-fluoro-5-phenyl-6,7-dihydro-5H-pyrrolo[1,2-b][1,2,4]triazol-2-yl]methanone